CC(CC(C(=O)O)(C(C(C)C)C)C)(C)C 2-(2,2-dimethylpropyl)-2,3,4-trimethylpentanoic acid